Dihydro-3-(2-iodophenyl)-2,5-furandione IC1=C(C=CC=C1)C1C(OC(C1)=O)=O